FC1=C(C=C(C=C1)OC=1C(=C2C=CNC2=CC1F)SC)CN [2-fluoro-5-[(6-fluoro-4-methylsulfanyl-1H-indol-5-yl)oxy]phenyl]methanamine